5-((5-chloro-2-((1,2,3,4-tetrahydroisoquinolin-6-yl)amino)pyrimidin-4-yl)amino)isoindolin-1-one ClC=1C(=NC(=NC1)NC=1C=C2CCNCC2=CC1)NC=1C=C2CNC(C2=CC1)=O